COC(=O)C1=NC=CC(=C1)CCl 4-(chloromethyl)pyridine-2-carboxylic acid methyl ester